2-[2-[2-[2-[2-[2-(2-trityloxyethoxy)ethoxy]ethoxy]ethoxy]ethoxy]ethoxy]ethyl methanesulfonate CS(=O)(=O)OCCOCCOCCOCCOCCOCCOCCOC(C1=CC=CC=C1)(C1=CC=CC=C1)C1=CC=CC=C1